NC1CN(CCOC1)C(=O)OC(C)(C)C tert-Butyl 6-amino-1,4-oxazepane-4-carboxylate